O1C=CC=C1 (2R,5R)-trans-furan